2-((4-(6-(benzyloxy)pyridin-2-yl)-2,5-dioxopiperazin-1-yl)methyl)-1-(oxetan-2-ylmethyl)-1H-benzo[d]imidazole-6-carboxylic acid C(C1=CC=CC=C1)OC1=CC=CC(=N1)N1CC(N(CC1=O)CC1=NC2=C(N1CC1OCC1)C=C(C=C2)C(=O)O)=O